[Si](C)(C)(C(C)(C)C)C=1C(N(C2=CC=CC=C2N1)C1=CC=CC=C1)=O 3-(tert-butyldimethylsilyl)-1-phenylquinoxalin-2(1H)-one